OCC=1C=NC2=CC=C(C=C2N1)C(C)=O 1-(3-(hydroxymethyl)quinoxalin-6-yl)ethan-1-one